sodium (1S,2S)-2-[(3,4-dichlorophenyl)carbonyl]cyclopropane-1-carboxylate ClC=1C=C(C=CC1Cl)C(=O)[C@@H]1[C@H](C1)C(=O)[O-].[Na+]